C(C)C=1C=CC(=NC1)CCOC(=O)N[C@@H](CC(C)C)C(=O)O N-((2-(5-Ethylpyridin-2-yl)ethyloxy)carbonyl)-L-leucine